COCCOCCOC(CCC(=O)O)=O Succinic acid mono[2-(2-methoxyethoxy) ethyl] ester